(1R,4R)-5-((6-methoxypyridin-3-yl)methyl)-2,5-diazabicyclo[2.2.1]heptane-2-carboxylic acid tert-butyl ester C(C)(C)(C)OC(=O)N1[C@H]2CN([C@@H](C1)C2)CC=2C=NC(=CC2)OC